ethylene glycol dicaprate C(=O)(CCCCCCCCC)OCCOC(=O)CCCCCCCCC